BrC1=CC=C(C=2SC(=CC21)NC(OC(C)(C)C)=O)F tert-butyl (4-bromo-7-fluorobenzo[b]thiophene-2-yl)carbamate